BrC1=CC(=C(C=C1)C1=NOC2(C1C1=CC=CC=C1)C=C(C(C(=C2)C(C)(C)C)=O)C(C)(C)C)[N+](=O)[O-] 3-(4-bromo-2-nitrophenyl)-7,9-di-tert-butyl-4-phenyl-1-oxa-2-azaspiro[4.5]deca-2,6,9-trien-8-one